Cl.C1(CC1)C1=CC=C(C=N1)NC(=O)[C@@H]1NCCCC1 (2R)-N-(6-cyclopropyl-3-pyridyl)piperidine-2-carboxamide hydrochloride